(2R,3R,3aR,11aS)-2-hydroxy-3-[(1E,4S)-7,8,8-trifluoro-4-hydroxy-4-methyl-1,7-octadien-1-yl]-1,2,3,3a,4,5,6,11a-octahydrobenzo[b]cyclopenta[g]oxocine-9-carboxylic acid O[C@@H]1C[C@H]2[C@H](CCCC3=C(O2)C=C(C=C3)C(=O)O)[C@H]1\C=C\C[C@@](CCC(=C(F)F)F)(C)O